(S)-3-(6-methoxypyridin-3-yl)-3-(3-(2-(5,6,7,8-tetrahydro-1,8-naphthyridin-2-yl)ethyl)azetidine-1-carboxamido)propionic acid COC1=CC=C(C=N1)[C@H](CC(=O)O)NC(=O)N1CC(C1)CCC1=NC=2NCCCC2C=C1